2,3,5,6-tetraketocyclohexan O=C1CC(C(CC1=O)=O)=O